1-(5,6-Dimethyl-3-pyridyl)-4,4-difluoro-3,3-dimethyl-isoquinoline CC=1C=C(C=NC1C)C1=NC(C(C2=CC=CC=C12)(F)F)(C)C